CC1=CC=C(C=C1)NN 4-methylphenylhydrazine